CC(C)[C@@H](C)C=C[C@@H](C)[C@H]1CC[C@H]2[C@@H]3CC([C@H]4CC=CC[C@]4(C)[C@H]3CC[C@]12C)=O 5α-ergosta-2,22-dien-6-one